1-(4-(3-(4-((dimethylamino)methyl)phenyl)-1H-pyrrolo[2,3-b]pyridin-5-yl)benzyl)piperidin-3-ol CN(C)CC1=CC=C(C=C1)C1=CNC2=NC=C(C=C21)C2=CC=C(CN1CC(CCC1)O)C=C2